CN1C2=NC(=NC(=C2N=C1C1=CC=NC=C1)N1CCOCC1)[Sn](C)(C)C 4-(9-methyl-8-(pyridin-4-yl)-2-(trimethylstannanyl)-9H-purin-6-yl)morpholine